N-(5-(tert-butyl)-[1,1'-biphenyl]-2-yl)benzo[b]thiophen-3-amine C(C)(C)(C)C=1C=CC(=C(C1)C1=CC=CC=C1)NC=1C2=C(SC1)C=CC=C2